C(C)(C)(C)OC(=O)N1C(C(C1)N)C 3-amino(methyl)azetidine-1-carboxylic acid tert-butyl ester